C1=CC=CC=2C3=CC=CC=C3C(C12)COC(=O)CCC (((9H-fluoren-9-yl)methoxy)carbonyl)propane